1,2,4,5-tetrahydromercaptobenzene SC1CCCCC1